CC1=C(C(=O)N2CCC(CC2)C2=CC=C(C#N)C=C2)C=C(C(=C1)C)C=1NC2=C(CN(CC2)C2COC2)N1 4-(1-(2,4-Dimethyl-5-(5-(oxetan-3-yl)-4,5,6,7-tetrahydro-1H-imidazo[4,5-c]pyridin-2-yl)benzoyl)piperidin-4-yl)benzonitrile